4-iodospiro[1,3-benzodioxol-2,1'-cyclohexane] IC1=CC=CC=2OC3(CCCCC3)OC21